(R)-1-(2-(6-((R)-2-(5-fluoro-2-methoxypyridin-3-yl)pyrrolidin-1-yl)imidazo[1,2-b]pyridazin-3-yl)pyrimidin-4-yl)propan-2-ol FC=1C=C(C(=NC1)OC)[C@@H]1N(CCC1)C=1C=CC=2N(N1)C(=CN2)C2=NC=CC(=N2)C[C@@H](C)O